BrC1=C2C=C(C(N(C2=CC=C1)CC)=O)C 5-bromo-1-ethyl-3-methylquinolin-2(1H)-one